C(C)OC(CCC1=CC=CC=C1)N1N=C(N=N1)C1=CC=CC=C1 2-(1-ethoxy-3-phenylpropyl)-5-phenyl-2H-tetrazole